2-bromo-N-(3-(3,5-difluorobenzyl)-1,2,4-oxadiazol-5-yl)propanamide BrC(C(=O)NC1=NC(=NO1)CC1=CC(=CC(=C1)F)F)C